(2S)-2-(((2-(3-chlorophenyl)-2,2-difluoro-1-phenylethoxy)carbonyl)amino)-4-methylhexanoic acid ClC=1C=C(C=CC1)C(C(OC(=O)N[C@H](C(=O)O)CC(CC)C)C1=CC=CC=C1)(F)F